NCCCC(=O)C=1C=NC=CC1 4-amino-1-pyridin-3-yl-butan-1-one